2-[tert-butyl-(dimethyl)silyl]oxy-N-[4-(3-methylsulfanyl-4-nitro-phenoxy)pyridinyl]acetamide C(C)(C)(C)[Si](OCC(=O)NC1=NC=CC(=C1)OC1=CC(=C(C=C1)[N+](=O)[O-])SC)(C)C